tert-butyl (1-(6-chloro-3,5-dicyano-4-ethylpyridin-2-yl)-4-(hydroxymethyl)piperidin-4-yl)carbamate ClC1=C(C(=C(C(=N1)N1CCC(CC1)(CO)NC(OC(C)(C)C)=O)C#N)CC)C#N